((1S,4S)-4-(3-Methyl-8-(1-methyl-1H-indazol-5-yl)-7-(1-methyl-1H-pyrazol-4-yl)-2-oxo-3,6-dihydroimidazo[4,5-d]pyrrolo[2,3-b]pyridin-1(2H)-yl)cyclohexyl)acetonitrile CN1C(N(C2=C3C(=NC=C21)NC(=C3C=3C=C2C=NN(C2=CC3)C)C=3C=NN(C3)C)C3CCC(CC3)CC#N)=O